5-(2-((1-amino-2-methyl-1-oxopropan-2-yl)amino)-2-oxoacetyl)-N-(4-fluoro-3-methylphenyl)-1-(2-hydroxyethyl)-2,4-dimethyl-1H-pyrrole-3-carboxamide NC(C(C)(C)NC(C(=O)C1=C(C(=C(N1CCO)C)C(=O)NC1=CC(=C(C=C1)F)C)C)=O)=O